tert-butyl 3-((3-(aminomethyl)-4-methylphenoxy)methyl)pyrrolidine-1-carboxylate NCC=1C=C(OCC2CN(CC2)C(=O)OC(C)(C)C)C=CC1C